C1COCCC12CCN(CC2)C2CCC(CC2)NC=2C=1C=C(N(C1C=CC2)CC(F)(F)F)C#CCNC2=C(C=C(C=C2)S(=O)(=O)C)OC N-((1S,4S)-4-(3-oxa-9-azaspiro[5.5]undecan-9-yl)cyclohexyl)-2-(3-((2-methoxy-4-(methyl-sulfonyl)phenyl)amino)prop-1-yn-1-yl)-1-(2,2,2-trifluoroethyl)-1H-indol-4-amine